C(C1=CC=CC=C1)N1CCN(CC1)C(=O)N1N=C(C=C1)C(=O)OC(C)(C)C tert-butyl 1-[(4-benzylpiperazin-1-yl) carbonyl]-1H-pyrazole-3-carboxylate